N1N=CC(=C1)C1=CC(=NC(=C1)C(F)(F)F)N1C(C2=CC(=CC=C2C1)C1(COC1)CC1=NN=CN1C)=O 2-(4-(1H-Pyrazol-4-yl)-6-(trifluoromethyl)pyridin-2-yl)-6-(3-((4-methyl-4H-1,2,4-triazol-3-yl)methyl)oxetan-3-yl)isoindolin-1-one